CC1=C(C=CC(=C1)C(=O)OC)C(=O)OC(CO)CO 2-(2-methyl-4-methoxycarbonylphenyl)formyloxy-1,3-propanediol